N2-(3,5-Bis(trifluoromethyl)phenyl)-N6-(8-(2-methoxypyridin-3-yl)-1,2,3,4-tetrahydronaphthalen-2-yl)pyridine-2,6-dicarboxamide FC(C=1C=C(C=C(C1)C(F)(F)F)NC(=O)C1=NC(=CC=C1)C(=O)NC1CC2=C(C=CC=C2CC1)C=1C(=NC=CC1)OC)(F)F